N-(3-((3-(1H-pyrazol-4-yl)-1H-indazol-6-yl)amino)phenyl)-3-chlorobenzamide N1N=CC(=C1)C1=NNC2=CC(=CC=C12)NC=1C=C(C=CC1)NC(C1=CC(=CC=C1)Cl)=O